COC1=CC=C(CN2SC3=C(C2=O)C=CC=C3[N+](=O)[O-])C=C1 2-(4-methoxybenzyl)-7-nitrobenzo[d]Isothiazol-3(2H)-one